C1(CCCC1)NS(=O)(=O)C1=CC(=CC=C1)NC1=NC(=NC=C1C)NC1=CC(=C(C(=C1)OC)OC)OC N-cyclopentyl-3-((5-methyl-2-((3,4,5-trimethoxyphenyl)amino)pyrimidin-4-yl)amino)benzenesulfonamide